1-((6-methoxypyridin-2-yl)methyl)-4-(1-(4-(trifluoromethyl)phenyl)-1H-indazol-3-yl)pyridin-2(1H)-one COC1=CC=CC(=N1)CN1C(C=C(C=C1)C1=NN(C2=CC=CC=C12)C1=CC=C(C=C1)C(F)(F)F)=O